propargyl-L-glutamic acid C(C#C)N[C@@H](CCC(=O)O)C(=O)O